C12(CNCC2C1)NC(OC(C)(C)C)=O tert-butyl N-(3-azabicyclo[3.1.0]hexan-1-yl)carbamate